ClC1=NC=C(C(=N1)Cl)\C=N/NC1=NC=CC=C1 (Z)-2,4-dichloro-5-((2-(pyridin-2-yl)hydrazono)methyl)pyrimidine